CC1=NN=C(O1)N1CC(C1)C(=O)O 1-(5-methyl-1,3,4-oxadiazol-2-yl)azetidine-3-carboxylic acid